N-[3-(4-bromo-3-fluoro-pyrazol-1-yl)phenyl]prop-2-enamide BrC=1C(=NN(C1)C=1C=C(C=CC1)NC(C=C)=O)F